4-heptyl-resorcinol C(CCCCCC)C1=C(C=C(O)C=C1)O